1,2-dimethyl-5-(4,4,5,5-tetramethyl-1,3,2-dioxaborolan-2-yl)-1H-pyrrolo[2,3-b]pyridine CN1C(=CC=2C1=NC=C(C2)B2OC(C(O2)(C)C)(C)C)C